bisphosphine manganese [Mn].P.P